1-(quinolin-6-yl)-1H-pyrrole-2,5-dione N1=CC=CC2=CC(=CC=C12)N1C(C=CC1=O)=O